FC=1C=C(C=CC1)C=1C=NC(=NC1)NC=1C=C(C(=O)O)C=CC1OC 3-((5-(3-Fluorophenyl)pyrimidin-2-yl)amino)-4-methoxybenzoic acid